OC1=C(C=C(C=C1C)C=CC(C=CC1=CC(=C(C(=C1)C)O)C)=O)C 1,5-bis(4-hydroxy-3,5-dimethylphenyl)-1,4-pentadien-3-one